N-(azetidin-3-yl)-5-fluoro-2-(1-(2-fluorobenzyl)-5-(isoxazol-3-yl)-1H-pyrazol-3-yl)pyrimidin-4-amine hydrochloride Cl.N1CC(C1)NC1=NC(=NC=C1F)C1=NN(C(=C1)C1=NOC=C1)CC1=C(C=CC=C1)F